5-pyrazol-1-yl-Phenol N1(N=CC=C1)C=1C=CC=C(C1)O